C(C)(=O)C=1C=C2C(=CN(C2=CC1)S(=O)(=O)C1=CC=CC=C1)NC(=O)C1CCC1 N-[5-acetyl-1-(benzenesulfonyl)indol-3-yl]cyclobutanecarboxamide